3,3-Bis(4-methoxyphenyl)-10-[4-(4-(4-(trans-4-pentylcyclohexyl)phenyl)benzamido)phenyl]-6-trifluoromethyl-12-bromo-13,13-dimethyl-3,13-dihydro-indeno[2',3':3,4]naphtho[1,2-b]pyran COC1=CC=C(C=C1)C1(C=CC2=C(O1)C=1C=C(C=CC1C1=C2C(C2=C(C=C(C=C21)C2=CC=C(C=C2)NC(C2=CC=C(C=C2)C2=CC=C(C=C2)[C@@H]2CC[C@H](CC2)CCCCC)=O)Br)(C)C)C(F)(F)F)C2=CC=C(C=C2)OC